ClC1=CC=C(C(=C1NC(C1=C(C=C(C(=C1)F)N1N=C2COCCN2C1=O)O[C@H](C(F)(F)F)C)=O)F)F N-(6-chloro-2,3-difluorophenyl)-5-fluoro-4-(3-oxo-5,6-dihydro-3H-[1,2,4]triazolo[3,4-c]-[1,4]oxazin-2(8H)-yl)-2-{[(2S)-1,1,1-trifluoropropan-2-yl]oxy}benzamide